C(C)(C)(C)OC(=O)N([C@H](C(=O)O)CC1=CC(=CC=C1)Cl)C (S)-2-((tertbutoxycarbonyl)(methyl)amino)-3-(3-chlorophenyl)propanoic acid